3-(6-(3-aminoprop-1-yn-1-yl)-7-fluoro-1H-indazol-1-yl)piperidine-2,6-dione NCC#CC1=CC=C2C=NN(C2=C1F)C1C(NC(CC1)=O)=O